(5-(1,1,1-trifluoro-2-hydroxypropan-2-yl)pyrazin-2-yl)-1H-purine-2,6(3H,7H)-dione FC(C(C)(O)C=1N=CC(=NC1)N1C(NC=2N=CNC2C1=O)=O)(F)F